(2S,4R)-4-(2-bromo-4-fluorophenoxy)-1-(r-butoxycarbonyl)pyrrolidine-2,4-dicarboxylic acid BrC1=C(O[C@@]2(C[C@H](N(C2)C(=O)OCCCC)C(=O)O)C(=O)O)C=CC(=C1)F